1,3,5-trihydroxy-4-prenylxanthone OC1=CC(=C(C=2OC3=C(C=CC=C3C(C12)=O)O)CC=C(C)C)O